ClC=1C(=NC(=NC1)N[C@@H]1C[C@H]2CO[C@@H]([C@H]1O)N2S(=O)(=O)C2CCCCC2)C=2C=C(C1=C(N(C(=N1)C(C)(C)O)C(C)C)C2)F (1S,3R,4S,5S)-3-((5-chloro-4-(4-fluoro-2-(2-hydroxypropan-2-yl)-1-isopropyl-1H-benzo[d]imidazol-6-yl)pyrimidin-2-yl)amino)-8-(cyclohexylsulfonyl)-6-oxa-8-azabicyclo[3.2.1]octan-4-ol